dipropargyl-bipyridine C(C#C)C1=C(C(=NC=C1)C1=NC=CC=C1)CC#C